ClC1=C(C=CC=C1Cl)C=1C=CC=2C(=NC=C(N2)N2CCC3([C@@H](C=4N(N=CC4)C3)N)CC2)N1 (S)-1-(6-(2,3-dichlorophenyl)pyrido[2,3-b]pyrazin-2-yl)-4'H,6'H-spiro[piperidine-4,5'-pyrrolo[1,2-b]pyrazol]-4'-amine